C(C)(C)(C)OC(=O)N1CC2(C1)CC(C2)O[Si](C2=CC=CC=C2)(C2=CC=CC=C2)C(C)(C)C 6-[(tert-Butyldiphenylsilyl)oxy]-2-azaspiro[3.3]heptane-2-carboxylic acid tert-butyl ester